N-methyl-N-isopropyl-2-methyl-2-(4-methylpiperazin-1-yl)ethylamine CN(C(C)C)CC(N1CCN(CC1)C)C